2-[2'-hydroxy-5'-tert-Butyl-3'-(methacryloyloxyethyl)phenyl]-2H-benzotriazole OC1=C(C=C(C=C1CCOC(C(=C)C)=O)C(C)(C)C)N1N=C2C(=N1)C=CC=C2